BrC1=C(N=C2N1CCN(C2)C(=O)OC(C)(C)C)C(=O)O 3-bromo-7-(tert-butoxycarbonyl)-5,6,7,8-tetrahydroimidazo[1,2-a]pyrazine-2-carboxylic acid